CC1=NC(=CC=C1)C#CC1=CC=CC=C1 2-methyl-6-(2-phenylethynyl)pyridine